2-(5-bromo-2-nitrophenyl)-4,5-dihydro-1H-imidazole BrC=1C=CC(=C(C1)C=1NCCN1)[N+](=O)[O-]